CC1(N(CCC1)CCC(=O)NC=1C=C(C(=NC1)C)C=1N2C(SC1C1=NN(C=C1)C)=C(C=N2)C(=O)N)C (5-(3-(2,2-dimethylpyrrolidin-1-yl)propionamido)-2-methyl-pyridin-3-yl)-2-(1-methyl-1H-pyrazol-3-yl)pyrazolo[5,1-b]thiazole-7-carboxamide